2-amino-7-fluoro-4-((R)-5-fluoro-3-(((R)-2-methylidenetetrahydro-1H-pyrrolizin-7a(5H)-yl)methoxy)-7,9-dihydrofuro[3,4-f]quinazolin-6-yl)benzo[b]thiophene-3-carbonitrile NC1=C(C2=C(S1)C(=CC=C2C=2C1=C(C=3C=NC(=NC3C2F)OC[C@@]23CCCN3CC(C2)=C)COC1)F)C#N